BrC=1C=C2C=C(C(=C(N2C1)C(C)N1CCC(CC1)N1CCCC1)C)C(=O)NCC=1C(NC(=CC1C)C)=O 2-bromo-N-((4,6-dimethyl-2-oxo-1,2-dihydropyridin-3-yl)methyl)-6-methyl-5-(1-(4-(pyrrolidin-1-yl)piperidin-1-yl)ethyl)indolizine-7-carboxamide